taurine Choline OCC[N+](C)(C)C.NCCS(=O)(=O)O